C(C)(C)(C)C1=CC(=NO1)NC([O-])=O 5-tert-butyl-1,2-oxazol-3-ylcarbamate